(6S)-6-(2-Chloro-3-{[6-(difluoromethoxy)pyridin-3-yl]-amino}phenyl)-2-imino-6-methyl-3-[(2R*,4S*)-2-methyl-tetrahydropyran-4-yl]-hexahydropyrimidin-4-one ClC1=C(C=CC=C1NC=1C=NC(=CC1)OC(F)F)[C@@]1(CC(N(C(N1)=N)[C@@H]1C[C@H](OCC1)C)=O)C |o1:25,27|